Trans-4-methoxychalcone COC1=CC=C(C=C1)\C=C\C(=O)C1=CC=CC=C1